C(CCC)C(CCCCCCC)(N1C(=C2C(C1=O)=C(NC2=O)C=2SC(=CC2)Br)C=2SC(=CC2)Br)CCCC 5-dibutyloctyl-3,6-bis(5-bromothiophen-2-yl)pyrrolo[3,4-c]pyrrol-1,4-dion